C=CCCCCCCCC n-decene